4-[4-Bromo-3-hydroxy-6-(2-methyl-benzyl)-pyridin-2-yl]-4-oxo-butyric acid ethyl ester C(C)OC(CCC(=O)C1=NC(=CC(=C1O)Br)CC1=C(C=CC=C1)C)=O